CC1C=CC=CC1(C)S xylenethiol